BrC1=CN=CC(=N1)C(=O)OC methyl 6-bromo-pyrazine-2-carboxylate